(R)-3-((2-chloro-3-((4-phenoxyphenyl)amino)pyridin-4-yl)amino)piperidine-1-carboxylic acid tert-butyl ester C(C)(C)(C)OC(=O)N1C[C@@H](CCC1)NC1=C(C(=NC=C1)Cl)NC1=CC=C(C=C1)OC1=CC=CC=C1